4-{6-[4-(Piperazin-1-yl)phenyl]pyrazolo[1,5-a]pyrimidin-3-yl}quinoline N1(CCNCC1)C1=CC=C(C=C1)C=1C=NC=2N(C1)N=CC2C2=CC=NC1=CC=CC=C21